ClC=1C=CC=C2C=C(NC12)C(=O)N1CC2(CC(C2)(F)F)C[C@H]1C(=O)N[C@@H](C[C@H]1C(NCCC1)=O)C#N (7S)-6-(7-chloro-1H-indole-2-carbonyl)-N-[(1S)-1-cyano-2-[(3S)-2-oxo-3-piperidyl]ethyl]-2,2-difluoro-6-azaspiro[3.4]octane-7-carboxamide